5-[1-(2,6-Difluoro-phenyl)-piperidin-4-yl]-2-methyl-7-[(S)-1-(2-trifluoromethyl-phenyl)-ethyl]-2,4,5,7-tetrahydro-pyrazolo[3,4-d]pyrimidin-6-on FC1=C(C(=CC=C1)F)N1CCC(CC1)N1C(N(C=2C(C1)=CN(N2)C)[C@@H](C)C2=C(C=CC=C2)C(F)(F)F)=O